1,3,5-triisocyanatobenzene N(=C=O)C1=CC(=CC(=C1)N=C=O)N=C=O